2-isopropyl-8-methyl-octahydro-2H-pyrazino[1,2-a]pyrazin C(C)(C)N1CC2N(CC1)CCN(C2)C